2-(((2-amino-4-bromo-5-methoxyphenyl)thio)methyl)-2-methylbutanoic acid NC1=C(C=C(C(=C1)Br)OC)SCC(C(=O)O)(CC)C